2-[1-(3-trimethylsilylpropyl)-1H-benzimidazol-2-yl]benzoxazole C[Si](CCCN1C(=NC2=C1C=CC=C2)C=2OC1=C(N2)C=CC=C1)(C)C